O1COC2=C1C=CC(=C2)CC(C)N(C(=O)C2(CCOCC2)CC(=O)OC(C)(C)C)C tert-Butyl (4-{[2-(2H-1,3-benzodioxol-5-yl)-1-methyl-ethyl]-N-methylcarbamoyl} tetrahydro-2H-pyran-4-yl)acetate